C(C)(C)(C)OC(=O)C(C(=O)O)(CCCCCCO[Si](C1=CC=CC=C1)(C1=CC=CC=C1)C(C)(C)C)C 2-(tert-Butoxycarbonyl)-8-((tert-butyldiphenylsilyl)oxy)-2-methyloctanoic acid